3-Chloro-4-[(1R,2R)-2-(difluoromethyl)cyclopropyl]-6-(2,4-dimethoxypyrimidin-5-yl)pyridazine ClC=1N=NC(=CC1[C@H]1[C@@H](C1)C(F)F)C=1C(=NC(=NC1)OC)OC